NC1=NC(=C(C=C1C=1C=C2C(=CNC(C2=CC1F)=O)F)C1=CC(=C(C=C1)N1CCOCC1)CN(C)C)F 6-(2-amino-5-(3-((dimethylamino)methyl)-4-morpholinophenyl)-6-fluoropyridin-3-yl)-4,7-difluoroisoquinolin-1(2H)-one